C(#N)C=1C=C(C(=NC1)C(=O)NC=1C=C2C(=NNC2=CC1)C1=CC(=NC=C1)OC)C 5-Cyano-N-(3-(2-methoxypyridin-4-yl)-1H-indazol-5-yl)-3-methylpicolinamide